ClC=1C(=CC(=C(C1)C=1C=C2C(=NN=C(C2=CC1)NCC1=C(C=C(C=C1)OC)OC)C)OC)CCOC1OCCCC1 6-[5-chloro-2-methoxy-4-[2-(oxan-2-yloxy)ethyl]phenyl]-N-[(2,4-dimethoxyphenyl)methyl]-4-methylphthalazin-1-amine